CN(CCCN(C(=O)C1N(NC(C1)=O)C1=NC(=CC(=N1)C)C(F)(F)F)C1=CC(=C(C=C1)F)C)C N-(3-(dimethylamino)propyl)-N-(4-fluoro-3-methylphenyl)-2-(4-methyl-6-(trifluoromethyl)pyrimidin-2-yl)-5-oxopyrazolidine-3-carboxamide